CN(C1CN(CC1)C#N)C1=NC=C(C=C1)C1=CC=CC=C1 3-(methyl-(5-phenylpyridin-2-yl)amino)pyrrolidine-1-carbonitrile